2-ethyl-2-n-propyl-1,3-propanediol C(C)C(CO)(CO)CCC